(2S)-2-[4-bromo-2-(5-cyclopropyl-1,2-oxazol-3-yl)phenoxy]propanoic acid BrC1=CC(=C(O[C@H](C(=O)O)C)C=C1)C1=NOC(=C1)C1CC1